FC=1C=C(CN2N=CC3=CC(=CC=C23)C(=O)O)C=CC1 1-(3-fluorobenzyl)-1H-indazole-5-carboxylic acid